trans-tert-butyl N-[4-[[6-bromo-3-[N'-(2-chloro-5-fluoro-phenyl)carbamimidoyl]pyrrolo[1,2-b]pyridazin-4-yl]amino]cyclohexyl]carbamate BrC=1C=C2N(N=CC(=C2N[C@@H]2CC[C@H](CC2)NC(OC(C)(C)C)=O)C(N)=NC2=C(C=CC(=C2)F)Cl)C1